C1(CCC1)C1CN2C(CO1)=C(C(=N2)C2=NC=C(C=C2)F)C2=C1C(=NC=C2)NN=C1 6-cyclobutyl-2-(5-fluoropyridin-2-yl)-3-(1H-pyrazolo[3,4-b]pyridin-4-yl)-6,7-dihydro-4H-pyrazolo[5,1-c][1,4]oxazine